N-[2-[[(2R)-2-amino-5-carbamimidamidopentanoyl]amino]ethyl]-4-[[3-(2,4-dichlorophenyl)imidazo[1,2-a]pyrazin-8-yl]amino]-2-ethylbenzamide N[C@@H](C(=O)NCCNC(C1=C(C=C(C=C1)NC=1C=2N(C=CN1)C(=CN2)C2=C(C=C(C=C2)Cl)Cl)CC)=O)CCCNC(=N)N